9-[2-(ethoxycarbonyl)phenyl]-3,6-bis(ethylamino)-2,7-dimethylxanthylium chloride [Cl-].C(C)OC(=O)C1=C(C=CC=C1)C=1C2=CC(=C(C=C2[O+]=C2C=C(C(=CC12)C)NCC)NCC)C